(E)-2-cyclohexyl-5-(3,4,5-trifluorostyryl)-1,3-benzenediol C1(CCCCC1)C1=C(C=C(C=C1O)\C=C\C1=CC(=C(C(=C1)F)F)F)O